OC=1C(=C(N(C(C)C)C(C)C)C=CC1)O dihydroxyl-(diisopropyl)aniline